(6-((4-(2,3-dichlorophenyl)piperazin-1-yl)methyl)spiro[3.3]heptan-2-yl)carbamic acid tert-butyl ester C(C)(C)(C)OC(NC1CC2(C1)CC(C2)CN2CCN(CC2)C2=C(C(=CC=C2)Cl)Cl)=O